C1(=CC=C(C=C1)[S+](C1=CC=CC=C1)C1=CC=C(C=C1)SC1=CC=C(C=C1)C1=CC=CC=C1)C1=CC=CC=C1 [1,1'-biphenyl]-4-yl-[4-(1,1'-biphenyl)-4-ylsulfanylphenyl]phenylsulfonium